(R)-6-(3-cyclopropylpiperazin-1-yl)-N-(2-fluoro-3-methyl-4-((3-methyl-3H-imidazo[4,5-b]pyridin-6-yl)oxy)phenyl)pyrido[3,2-d]pyrimidin-4-amine C1(CC1)[C@@H]1CN(CCN1)C=1C=CC=2N=CN=C(C2N1)NC1=C(C(=C(C=C1)OC=1C=C2C(=NC1)N(C=N2)C)C)F